ClC1=NN(C=N1)C1=C(C=C(C=C1)NC1=NN2C(N(CCC2)C2=CC(=C(C=C2)F)F)=N1)F N-[4-(3-chloro-1,2,4-triazol-1-yl)-3-fluoro-phenyl]-4-(3,4-difluorophenyl)-6,7-dihydro-5H-[1,2,4]triazolo[1,5-a]pyrimidin-2-amine